N1C=C(C2=CC=CC=C12)CCNC=1C2=C(N=C(N1)C=1C(NC(NC1)=O)=O)SC=N2 5-(7-((2-(1H-indol-3-yl)ethyl)amino)thiazolo[5,4-d]pyrimidin-5-yl)pyrimidine-2,4(1H,3H)-dione